BrC1=C(C=CC=C1OC)OCC(OC)OC 2-Bromo-1-(2,2-dimethoxyethoxy)-3-methoxybenzene